rac-(3R)-3-{4-[4-(piperidine-4-carbonyl)piperazin-1-yl]phenyl}piperidine-2,6-dione N1CCC(CC1)C(=O)N1CCN(CC1)C1=CC=C(C=C1)[C@@H]1C(NC(CC1)=O)=O |r|